C(C)(=O)OC(C(F)(F)F)=CCC1=C(C=CC=C1)C 4-(2-methylphenyl)-1,1,1-trifluorobut-2-en-2-yl acetate